BrC1=C(N=C2N(C1=O)C=CC=C2)N[C@H]2CN(C[C@H](C2)C2=CC=C(C=C2)OCC2CNCC2)C 3-bromo-2-[[(3R,5R)-1-methyl-5-[4-(pyrrolidin-3-ylmethoxy)phenyl]-3-piperidyl]amino]pyrido[1,2-a]pyrimidin-4-one